OC=1C(=NC=CC1)Cl 3-hydroxypyridyl chloride